N1(CCCC1)C=1N=C(C2=C(N1)N(C=C2)S(=O)(=O)C2=CC=C(C)C=C2)NC=2N=CN(C2)C2=CC(=C(C(=C2)OC)OC)OC 2-(pyrrolidin-1-yl)-7-tosyl-N-(1-(3,4,5-trimethoxyphenyl)-1H-imidazol-4-yl)-7H-pyrrolo[2,3-d]pyrimidin-4-amine